diallyl-malonate C(C=C)C(C(=O)[O-])(C(=O)[O-])CC=C